(E)-N'-(2-fluoro-5-isopropoxybenzylidene)-6-(6-(trifluoromethoxy)pyridin-3-yl)pyrazine-2-carbohydrazide FC1=C(\C=N\NC(=O)C2=NC(=CN=C2)C=2C=NC(=CC2)OC(F)(F)F)C=C(C=C1)OC(C)C